1H-Benzimidazol-2-yl-ethanone N1C(=NC2=C1C=CC=C2)C(C)=O